7-((4-((dimethylamino)-methyl)-5-(4-hydroxytetra-hydro-2H-pyran-4-yl)pyridin-2-yl)amino)-4-(7-fluoroimidazo[1,2-a]pyridin-3-yl)isoindolin-1-one CN(C)CC1=CC(=NC=C1C1(CCOCC1)O)NC=1C=CC(=C2CNC(C12)=O)C1=CN=C2N1C=CC(=C2)F